1,1,2,3,4,5-Hexaphenyl-1H-silole C1(=CC=CC=C1)[Si]1(C(=C(C(=C1C1=CC=CC=C1)C1=CC=CC=C1)C1=CC=CC=C1)C1=CC=CC=C1)C1=CC=CC=C1